C(C1=CC=CC=C1)N1C(CCC(CC1)=O)C benzyl-2-methyl-5-oxoazepane